FC(C(=O)O)(F)F.ClC1=C(C=CC=C1C=1N=NN(C1)C(=C)C1=CC=CC=C1)[C@@]1(CC(N(C(N1)=N)[C@@H]1C[C@@H](OCC1)C)=O)C (6S)-6-{2-Chloro-3-[1-(1-phenyl-vinyl)-1,2,3-triazol-4-yl]phenyl}-2-imino-6-methyl-3-[(2S,4S)-2-methyltetrahydropyran-4-yl]-hexahydropyrimidin-4-one trifluoroacetic acid salt